2-Methyl-N-(3-(1-methyl-1H-indazol-4-yl)phenyl)isopropylamine CC1=C(C=CC=C1C1=C2C=NN(C2=CC=C1)C)NC(C)C